COC1=C(C=C(C=C1)OC)C1(CC2C(N(OC2(C)C)C)C(C1)C)C 5-(2,5-dimethoxyphenyl)-1,3,3,5,7-pentamethyl-octahydrobenzo[c]isoxazole